(2-azidoethyl) 3,4-di-O-benzyl-α-D-xylopyranosyl-(1→3)-2,4,6-tri-O-benzoyl-β-D-glucopyranoside C(C1=CC=CC=C1)O[C@@H]1[C@H]([C@H](OC[C@H]1OCC1=CC=CC=C1)O[C@@H]1[C@H]([C@H](OCCN=[N+]=[N-])O[C@@H]([C@H]1OC(C1=CC=CC=C1)=O)COC(C1=CC=CC=C1)=O)OC(C1=CC=CC=C1)=O)O